3-{2-[(3,5-dimethylphenyl)amino]pyrimidin-4-yl}-N-[(2S)-1-hydroxypropan-2-yl]-1-methyl-1H-pyrazole-5-carboxamide CC=1C=C(C=C(C1)C)NC1=NC=CC(=N1)C1=NN(C(=C1)C(=O)N[C@H](CO)C)C